The molecule is the arsenic oxoanion formed by loss os a single proton from arsonic acid. It is a conjugate base of an arsonic acid. It is a conjugate acid of an arsonate(2-). O[AsH](=O)[O-]